2-(2-bromophenyl)-N-cyclobutyl-2-oxoacetamide BrC1=C(C=CC=C1)C(C(=O)NC1CCC1)=O